2-(2-methoxyphenyl)-6-[2-(4-pyridyl)ethynyl]imidazo[1,2-a]pyrimidine COC1=C(C=CC=C1)C=1N=C2N(C=C(C=N2)C#CC2=CC=NC=C2)C1